4-{[(4-methoxyphenyl)methyl]Amino}-N-(3-phenylpropyl)pyrrolidine-2-carboxamide COC1=CC=C(C=C1)CNC1CC(NC1)C(=O)NCCCC1=CC=CC=C1